O1CCC2=C1C=CC=C2N2/C(/SCC2=O)=N/C(=O)NC2=C(C=C(C=C2)C2=NN(C=N2)C2=CC=C(C=C2)OC(C(F)(F)F)(F)F)C (Z)-1-(3-(2,3-Dihydrobenzofuran-4-yl)-4-oxothiazolidine-2-ylidene)-3-(2-methyl-4-(1-(4-(perfluoroethoxy)phenyl)-1H-1,2,4-triazol-3-yl)phenyl)urea